COC(C(C(C)C)C1=CC(=NO1)OC1CC(C1)CO)=O 2-[3-[3-(hydroxymethyl)cyclobutoxy]isoxazol-5-yl]-3-methyl-butanoic acid methyl ester